2-(2-(2-(2-fluoroethoxy)ethoxy)styryl)-N-methylpyridin-3-amine FCCOCCOC1=C(C=CC2=NC=CC=C2NC)C=CC=C1